Cl.CC1=C(C=CC=C1)S(=O)(=O)O methyl-benzenesulfonic acid, hydrochloride